BrC=1C(=C(C(N(C1)CC1CCOCC1)=O)NC(C)=O)C N-[5-bromo-4-methyl-2-oxo-1-(tetrahydropyran-4-ylmethyl)-3-pyridinyl]acetamide